ClC1=C(C=2C(N(CC2C=C1)C1C(NC(CC1)=O)=O)=O)C#N 5-chloro-2-(2,6-dioxopiperidin-3-yl)-3-oxoisoindoline-4-carbonitrile